1-(2,2-dibromo-1-chloroethenyl)-4-tert-butylbenzene BrC(=C(Cl)C1=CC=C(C=C1)C(C)(C)C)Br